COC(COCCOCCOCCOC)F fluorotetraethylene glycol dimethyl ether